(4-((3-methyl-4-(4-(trifluoromethyl)piperidin-1-yl)phenyl)amino)benzyl)-5-oxopyrrolidine-3-carboxamide CC=1C=C(C=CC1N1CCC(CC1)C(F)(F)F)NC1=CC=C(CN2CC(CC2=O)C(=O)N)C=C1